4-(1-(2-Chloro-4-(2,6-dioxopiperidin-3-yl)phenyl)piperidin-4-yl)phenyl trifluoromethanesulfonate FC(S(=O)(=O)OC1=CC=C(C=C1)C1CCN(CC1)C1=C(C=C(C=C1)C1C(NC(CC1)=O)=O)Cl)(F)F